COC(CN1N=CC(=C1C)B1OC(C(O1)(C)C)(C)C)C 1-(2-methoxypropyl)-5-methyl-4-(4,4,5,5-tetramethyl-1,3,2-dioxaborolan-2-yl)pyrazole